FC(C1OCC(O1)C)(F)F 2-Trifluoromethyl-4-Methyl-1,3-Dioxolane